C(C(=C)C)(=O)ON(CC(CC(CCN(C(=O)OCC)OC(C(=C)C)=O)(C)C)C)C(=O)OCC 1,6-Bis(methacryloxy-2-ethoxycarbonylamino)-2,4,4-trimethylhexan